phosphonopropanetricarboxylic acid P(=O)(O)(O)C(C(C(=O)O)(C(=O)O)C(=O)O)C